N(=[N+]=[N-])C=1C=C(C(=CC1)C=CC=1C(=CC(=CC1)N=[N+]=[N-])S(=O)(=O)O)S(=O)(=O)O 4,4'-diazidostilben-2,2'-Disulfonic acid